C(C1=CC=CC=C1)NC(C(=O)NCC1=CC=CC=C1)=O N,N'-dibenzyloxalyl-diamine